C(C1=CC=CC=C1)O[C@]1([C@H](C(O)O[C@@]([C@H]1O)(C(O)OCC1=CC=CC=C1)OCC1=CC=CC=C1)O)O 3,5,6-tribenzyloxy-D-glucopyranose